O=C1NC(NC=C1)=O dioxotetrahydropyrimidin